(benzylsulfanyl)-4-nitro-N'-(trifluoroacetyl)benzoyl-hydrazine C(C1=CC=CC=C1)SN(NC(C(F)(F)F)=O)C(C1=CC=C(C=C1)[N+](=O)[O-])=O